COC1=C(C=C(C=C1)C=CC=1OC(C=C(C1)OC)=O)[O-] 2-methoxy-5-[2-(4-methoxy-6-oxo-6H-pyran-2-yl)ethenyl]phenolate